9,9',9'',9'''-(4-(2,6-dimethylpyridin-4-yl)-6-(2,6-diphenylpyridin-4-yl)benzene-1,2,3,5-tetrayl)tetrakis(3,6-dimethyl-9H-carbazole) CC1=NC(=CC(=C1)C1=C(C(=C(C(=C1N1C2=CC=C(C=C2C=2C=C(C=CC12)C)C)C1=CC(=NC(=C1)C1=CC=CC=C1)C1=CC=CC=C1)N1C2=CC=C(C=C2C=2C=C(C=CC12)C)C)N1C2=CC=C(C=C2C=2C=C(C=CC12)C)C)N1C2=CC=C(C=C2C=2C=C(C=CC12)C)C)C